4-fluoro-N-[4-fluoro-5-[2-(4-methylpiperazin-1-yl)pyrimidin-5-yl]-2-[rac-(3R)-3,4-dimethylpiperazin-1-yl]phenyl]-2-(trifluoromethyl)benzamide FC1=CC(=C(C(=O)NC2=C(C=C(C(=C2)C=2C=NC(=NC2)N2CCN(CC2)C)F)N2C[C@H](N(CC2)C)C)C=C1)C(F)(F)F |r|